COC(OC)[SiH2]CCCN(C)CCC[SiH2]C(OC)OC bis(3-dimethoxymethylsilylpropyl)-N-methylamine